NC=1SC(=CN1)C(C(=O)OCC)CC(F)(F)F ethyl 2-(2-aminothiazol-5-yl)-4,4,4-trifluorobutyrate